2-hydroxy-4-n-dodecyloxybenzophenone OC1=C(C(=O)C2=CC=CC=C2)C=CC(=C1)OCCCCCCCCCCCC